ClC=1C=C(C=C(C1)C(F)(F)F)C1(CC(=NO1)C1=CC=C(C2=CC=CC=C12)C(=O)NC=NOC)C(F)(F)F 4-(5-(3-chloro-5-(trifluoromethyl)phenyl)-5-(trifluoromethyl)-4,5-dihydroisoxazol-3-yl)-N-((methoxyimino)methyl)-1-naphthamide